2-({[6-fluoro-5-(propan-2-yl)pyridin-2-yl][3-(1,2-oxazol-5-yl)phenyl]methyl}carbamoyl)cyclopentane-1-carboxylic acid FC1=C(C=CC(=N1)C(C1=CC(=CC=C1)C1=CC=NO1)NC(=O)C1C(CCC1)C(=O)O)C(C)C